5-[6-(2-hydroxyethyl)-2,6-diazaspiro[3.3]hept-2-yl]-2-methyl-N-[(1R)-1-(1-naphthyl)ethyl]benzamide OCCN1CC2(CN(C2)C=2C=CC(=C(C(=O)N[C@H](C)C3=CC=CC4=CC=CC=C34)C2)C)C1